N1(CCCC1)CCOC1=NC(=CC2=CC=CC=C12)C(=O)O 1-(2-(pyrrolidin-1-yl)ethoxy)isoquinoline-3-carboxylic acid